(2Z)-1'-[(4-methylpiperazin-1-yl)methyl]-2,3'-biindole-2',3(1H,1'H)-dione CN1CCN(CC1)CN1C(\C(\C2=CC=CC=C12)=C\1/NC2=CC=CC=C2C1=O)=O